C[C@@]1(CC2=CC(=CC=C2C1)C)CO |r| (+-)-2,6-dimethyl-2-indanmethanol